2-chloro-3,4-dihydroxy-N-methylbenzoyl-hydrazine tert-butyl-4-hydroxy-2-(methylthio)-5,8-dihydropyrido[3,4-d]pyrimidine-7(6H)-carboxylate C(C)(C)(C)OC(=O)N1CC=2N=C(N=C(C2CC1)O)SC.ClC1=C(C(=O)N(N)C)C=CC(=C1O)O